CCCCCC(C=C)O (+-)-1-Octen-3-ol